FC1=C(C(=CC=C1)F)C1=CC=C(C=C1)[C@H](CO)NC(OC(C)(C)C)=O tert-butyl (R)-(1-(2',6'-difluoro-[1,1'-biphenyl]-4-yl)-2-hydroxyethyl)carbamate